FC12CC(C1)(C2)CCCCCCCCCCC(=O)N 11-(3-fluorobicyclo[1.1.1]pent-1-yl)undecanamide